ClC=1C=C(C=C(C1)C#N)C1=CC(=NC=N1)C1=CC=C(C=N1)C#N 6-[6-(3-chloro-5-cyanophenyl)pyrimidin-4-yl]pyridine-3-carbonitrile